3-chloro-N-(4,4-dimethylcyclohexyl)benzenesulfonamide ClC=1C=C(C=CC1)S(=O)(=O)NC1CCC(CC1)(C)C